ON1C(C(C=C(C1=O)C(=O)N)C)C=1C=NC(=CC1)C(F)(F)F hydroxy-3-methyl-6-oxo-2-[6-(trifluoromethyl)-3-pyridyl]-2,3-dihydro-1H-pyridine-5-carboxamide